[(2S)-2-(aminomethyl)pyrrolidin-1-yl]-cyclopropyl-methanone NC[C@H]1N(CCC1)C(=O)C1CC1